Ethyl (E)-5-chloro-1-(2,6-difluorobenzyl)-4-(2-(hydroxyimino)ethyl)-1H-pyrazole-3-carboxylate ClC1=C(C(=NN1CC1=C(C=CC=C1F)F)C(=O)OCC)C/C=N/O